FC1=C(C=CC=C1)CN1N=C(N=C1)C(=O)N[C@H]1C(N(C=2N(CC1)C=NC2C)C)=O 1-[(2-fluorophenyl)methyl]-N-[(3R)-1,9-dimethyl-2-oxo-4,5-dihydro-3H-imidazo[1,5-a][1,3]diazepin-3-yl]-1,2,4-triazole-3-carboxamide